trans-4-((3-(2-Cyclopropylthiazol-5-yl)phenyl)((trans-4-(5-methoxy-6-methylpyridin-2-yl)cyclohexyl)methyl) carbamoyl)cyclohexyl (2-hydroxyethyl)carbamate OCCNC(O[C@@H]1CC[C@H](CC1)C(N(C[C@@H]1CC[C@H](CC1)C1=NC(=C(C=C1)OC)C)C1=CC(=CC=C1)C1=CN=C(S1)C1CC1)=O)=O